COC(=O)C=1N=CC(=NC1)C=1CN(CC1)C(=O)OC(C)(C)C 2-methylpropan-2-yl 3-[5-(methoxycarbonyl)pyrazin-2-yl]-2,5-dihydro-1H-pyrrole-1-carboxylate